NC1=NC=C(C=C1C(=O)NC)B1OC(C(O1)(C)C)(C)C 2-amino-N-methyl-5-(4,4,5,5-tetramethyl-1,3,2-dioxaborolan-2-yl)pyridine-3-carboxamide